2-(3,4-dimethylpiperazin-1-yl)benzonitrile CC1CN(CCN1C)C1=C(C#N)C=CC=C1